C1(=CC=CC=C1)P(C=1C=CC2=CC=C3C=CC(=NC3=C2N1)C1=CC=C(C2=C1OC=1C2=NC=CC1)OC)C1=CC=CC=C1 6-(9-diphenylphosphino-1,10-phenanthrolin-2-yl)-9-methoxybenzofurano[3,2-b]pyridine